4-(4-((2-(2-isopropylthiophen-3-yl)-4,4-dimethylcyclohex-1-en-1-yl)methyl)piperazin-1-yl)benzamide C(C)(C)C=1SC=CC1C1=C(CCC(C1)(C)C)CN1CCN(CC1)C1=CC=C(C(=O)N)C=C1